Cl.N1=NC(N=C1)=O 1,2,4-triazol-3-one hydrochloride